CC1=C(C(=CC=C1)C)C1=NC(=NC(=C1)OC[C@@H](CC1(CC1)C)NCC=1N=C2C(=NC1)CN(C2=O)C(C)C)NS(=O)(=O)C=2C=C(C(=O)O)C=CC2 3-[[4-(2,6-Dimethylphenyl)-6-[(2R)-2-[(6-isopropyl-5-oxo-7H-pyrrolo[3,4-b]pyrazin-3-yl)methylamino]-3-(1-methylcyclopropyl)propoxy]pyrimidin-2-yl]sulfamoyl]benzoic acid